C(C)(C)(C)OC(=O)N1CC2=NC(=CC=C2C1)C(=O)O 6-(tert-butoxycarbonyl)-6,7-dihydro-5H-pyrrolo[3,4-b]pyridine-2-carboxylic acid